3-[(amino-iminomethyl)thio]-1-propanesulfonic acid NC(SCCCS(=O)(=O)O)=N